ClC1=NC=CC(=N1)NC=1C=C2C(CN(C(C2=CC1)=O)C)(C)C 6-[(2-chloropyrimidin-4-yl)amino]-2,4,4-trimethyl-3H-isoquinolin-1-one